C1(=CC=C(C=C1)S(=O)C1OCC2=C(O1)C=CC=C2)C (p-tolylsulfinyl)benzo[d][1,3]dioxan